4-Cyclopropyl-2-[(4,4-difluoro-3-methyl-1-piperidinyl)methyl]-6-[3-[3-[(4-methyl-1,2,4-triazol-3-yl)methyl]oxetan-3-yl]phenyl]-1H-pyrrolo[2,3-c]pyridin-7-one C1(CC1)C=1C2=C(C(N(C1)C1=CC(=CC=C1)C1(COC1)CC1=NN=CN1C)=O)NC(=C2)CN2CC(C(CC2)(F)F)C